BrCCCOCCCSC1=C2C(N(C(C2=CC=C1)=O)C1C(NC(CC1)=O)=O)=O 4-(3-(3-bromopropoxy)propylsulfanyl)-2-(2,6-dioxopiperidin-3-yl)isoindoline-1,3-dione